C1(CCC1)NC1=CC(=NC=N1)C(=O)O 6-(Cyclobutylamino)pyrimidine-4-carboxylic acid